O1C=CC2=C1C=C(C=C2)C2=NN(C=C2N)[C@@H]2CC[C@H](CC2)OCC 3-(benzofuran-6-yl)-1-(trans-4-ethoxycyclohexyl)-1H-pyrazol-4-amine